O[C@H]1C[C@@H](N(CC1)C(=O)OC(C)(C)C)C(=O)OCC1=CC=CC=C1 2-benzyl 1-(tert-butyl) (2R,4R)-4-hydroxypiperidine-1,2-dicarboxylate